ClC1=C(C=CC=C1Cl)C1=NNC2=NC(=CN=C21)N2CC1C(C1CC2)(C2=NOC(=C2)C)CN (3-(3-(2,3-dichlorophenyl)-1H-pyrazolo[3,4-b]pyrazin-6-yl)-7-(5-methylisoxazol-3-yl)-3-azabicyclo[4.1.0]heptan-7-yl)methanamine